6-Amino-2-morpholinobenzo[d]oxazole-5-carboxylic acid methyl ester COC(=O)C=1C(=CC2=C(N=C(O2)N2CCOCC2)C1)N